N-propoxyformyl-L-homoserine ethyl ester C(C)OC([C@@H](NC(=O)OCCC)CCO)=O